FC1=CC=2C3C(N4N(C2C=C1)CC(C4=O)(C)C)C(N(C3=O)C)=O 11-Fluoro-2,6,6-trimethyl-3a,6,7,12b-tetrahydro-1H,5H-pyrazolo[1,2-a]pyrrolo[3,4-c]cinnoline-1,3,5(2H)-trione